4-(dimethylamino)-4-methyl-1-(3-(5-methylthiophene-2-carbonyl)-3,6-diazabicyclo[3.1.1]heptan-6-yl)pent-2-yn-1-one CN(C(C#CC(=O)N1C2CN(CC1C2)C(=O)C=2SC(=CC2)C)(C)C)C